(S)-1-(pyridin-2-yl)ethan-1-amine dihydrochloride Cl.Cl.N1=C(C=CC=C1)[C@H](C)N